ClC1=CC2=C(C=C3N2C(=NN(C3=O)CC(=O)NC3=NC=NC=C3)C(C)(C)O)S1 2-(2-Chloro-5-(2-hydroxypropan-2-yl)-8-oxothieno[2',3':4,5]pyrrolo[1,2-d][1,2,4]triazin-7(8H)-yl)-N-(pyrimidin-4-yl)acetamide